N-[6-[[5-(trifluoromethyl)-2-pyridinyl]amino]-1,3-benzothiazol-2-yl]carbamic acid tert-butyl ester C(C)(C)(C)OC(NC=1SC2=C(N1)C=CC(=C2)NC2=NC=C(C=C2)C(F)(F)F)=O